rac-N-(5-Chlorothiazol-2-yl)-2-(3,3-difluorocyclopentyl)-2-(4-(1-(2,2,2-trifluoroethyl)-1H-pyrazol-4-yl)phenyl)acetamide ClC1=CN=C(S1)NC(C(C1=CC=C(C=C1)C=1C=NN(C1)CC(F)(F)F)C1CC(CC1)(F)F)=O